C(C(C)C)[SiH2]C1=CC=CC=C1 isobutylphenyl-silane